C(C=C)(=O)NC(CS(=O)(=O)[O-])(C)C.[Na+] sodium 2-acrylamido-2-methylpropanesulphonate